2,6-difluoro-3-(1-methyl-6-(piperidin-2-yl)-1H-pyrazolo[3,4-d]pyrimidin-3-yl)-5-(trifluoromethyl)phenol hydrochloride Cl.FC1=C(C(=C(C=C1C1=NN(C2=NC(=NC=C21)C2NCCCC2)C)C(F)(F)F)F)O